FC1=C(C(=O)NC2(CC2)C2=C3C=CC(=NC3=CC(=C2)OC)C)C=C(C=C1)OC[C@H]1N(CC1)C 2-Fluoro-N-[1-(7-methoxy-2-methyl-5-quinolyl)cyclopropyl]-5-[[(2S)-1-methylazetidin-2-yl]methoxy]benzamide